ClC=1C=C(N=NC1)NC(OC(C)(C)C)=O tertbutyl N-(5-chloropyridazin-3-yl)carbamate